(S)-7-(tert-butyl)-N-((R)-1-(4-((N,N-dimethylsulfamoyl)amino)-3-fluorophenyl)-3-(4-hydroxypiperidin-1-yl)propyl)-5,6,7,8-tetrahydrothiazolo[5,4-b]quinoline-2-carboxamide C(C)(C)(C)[C@@H]1CC=2C=C3C(=NC2CC1)SC(=N3)C(=O)N[C@H](CCN3CCC(CC3)O)C3=CC(=C(C=C3)NS(N(C)C)(=O)=O)F